3-(1-(2,6-dichlorobenzyl)hydrazino)pyridine HCl Cl.ClC1=C(CN(N)C=2C=NC=CC2)C(=CC=C1)Cl